FC(N1N=C(C(=C1)C1=NC(=CC=C1C(C)=O)N1C=NC2=C1C=CC(=C2)NC=2N=NC(=CC2)C)C)F 1-[2-[1-(difluoromethyl)-3-methyl-pyrazol-4-yl]-6-[5-[(6-methylpyridazin-3-yl)amino]benzimidazol-1-yl]-3-pyridyl]ethanone